CN1CCC(CC1)N1C(=NC2=C1C=CC(=C2)C(=O)O)NC=2SC1=C(N2)C=CC(=C1)OC(F)(F)F 1-(1-methylpiperidin-4-yl)-2-((6-(trifluoromethoxy)benzo[d]thiazol-2-yl)amino)-1H-benzo[d]imidazole-5-carboxylic acid